ClC=1C=C(C=CC1F)NC(N(CC(C)(C)O)C1COCC=2NC(C=3C=C(C=CC3C21)F)=O)=O 3-(3-chloro-4-fluorophenyl)-1-(8-fluoro-6-oxo-1,4,5,6-tetrahydro-2H-pyrano[3,4-c]isoquinolin-1-yl)-1-(2-hydroxy-2-methylpropyl)urea